1-(4-bromo-2-methyl-2,3-dihydrobenzofuran-7-yl)-3-(5-(1-(trifluoromethyl)cyclopropyl)isoxazol-3-yl)urea BrC1=CC=C(C2=C1CC(O2)C)NC(=O)NC2=NOC(=C2)C2(CC2)C(F)(F)F